O[C@@H](CC(=O)[O-])C[C@@H](\C=C\C=1N(C2=CC=CC=C2C1C1=CC=C(C=C1)C(F)(F)F)C(C)C)O.[Na+] sodium (3R,5S,E)-3,5-dihydroxy-7-(1-isopropyl-3-(4-(trifluoromethyl)phenyl)-1H-indol-2-yl)hept-6-enoate